FC1=C(C=C(C=C1)C=1OC(=NN1)C=1OC=CC1)NC(C1=C(C=CC=C1)OC(F)(F)F)=O N-(2-fluoro-5-(5-(furan-2-yl)-1,3,4-oxadiazol-2-yl)phenyl)-2-(trifluoromethoxy)benzamide